CCCCCCCCCC(CC)C1=C(C=CC=C1)S(=O)(=O)O 10-Dodecyl-benzenesulfonic acid